O-(n-butanesulfonyl)-α-butylglyoxime C(CCC)S(=O)(=O)ON=C(C=NO)CCCC